N1(CCCCC1)[C@@H]1CN(CCC1)C1=C2C(=NC=C1)NC=C2C=2C=NC=NC2 4-[(3S)-3-(1-piperidyl)-1-piperidyl]-3-pyrimidin-5-yl-1H-pyrrolo[2,3-b]pyridine